OC1=C(C(=CC(=C1C(C)NC(=O)N1CCC1)CCCCC)O)C1=C(C=CC(=C1)C)C(=C)C N-(1-(2,6-dihydroxy-5'-methyl-4-pentyl-2'-(prop-1-en-2-yl)-[1,1'-biphenyl]-3-yl)ethyl)azetidine-1-carboxamide